N-Acrylyl-Phenylalanine C(C=C)(=O)N[C@@H](CC1=CC=CC=C1)C(=O)O